ClC1=CC(=C(C=C1)C1=NC(=CN2C1=NC(=C(C2=O)C)C)[C@@H]2C[C@@H](OCC2)C=2C=NN(C2)C2CC2)F 9-(4-chloro-2-fluoro-phenyl)-7-[(2R,4S)-2-(1-cyclopropylpyrazol-4-yl)tetrahydropyran-4-yl]-2,3-dimethyl-pyrazino[1,2-a]pyrimidin-4-one